OC=1C=C2C(N(C(C2=CC1O)=O)C(CC(C=O)=O)C=O)=O 4-(5,6-dihydroxy-1,3-dioxoisoindol-2-yl)-5-oxooxopentanone